O[C@@H]1[C@@H](CS(C1)=O)NC(=O)C=1C(N(N=C(C1)C1=CC=C(C=C1)C(F)(F)F)C=1C=NC=CC1)=O N-[(cis)-4-hydroxy-1-oxidotetrahydro-thiophen-3-yl]-3-oxo-2-(pyridin-3-yl)-6-[4-(trifluoromethyl)phenyl]-2,3-dihydropyridazine-4-carboxamide